2,3-bis(4-fluorophenyl)quinoxaline FC1=CC=C(C=C1)C1=NC2=CC=CC=C2N=C1C1=CC=C(C=C1)F